p-Iodophenethylamine IC1=CC=C(CCN)C=C1